7-(10-bromoanthracene-9-yl)naphtho[1,2-b]benzofuran BrC1=C2C=CC=CC2=C(C2=CC=CC=C12)C1=CC=CC2=C1C1=C(O2)C=2C=CC=CC2C=C1